CC(C#N)CNC=O methyl-β-formylaminopropionitrile